(1R,3S)-3-((tert-butyldimethylsiloxy)methyl)cyclopentanol O([Si](C)(C)C(C)(C)C)C[C@@H]1C[C@@H](CC1)O